IC1=NC(=NN1CC1=CC=C(C=C1)C=C)CC1=CC=CC=C1 5-iodo-3-benzyl-1-(4-vinylbenzyl)-1H-1,2,4-triazole